tert-butyl (2S)-2-(2-(6-bromo-4,7-dichloro-2H-indazolyl)-3-ethoxy-3-oxopropanoyl)pyrrolidine-1-carboxylate BrC=1C=C(C2=CN(N=C2C1Cl)C(C(=O)[C@H]1N(CCC1)C(=O)OC(C)(C)C)C(=O)OCC)Cl